C(C)(=O)OC1=CC=C(C=C1)C1=CC=CC=C1 4-acetoxybiphenyl